tert-butyl 5-(2-fluorophenyl)-1,3,4,5-tetrahydro-2H-pyrido[4,3-b]indole-2-carboxylate FC1=C(C=CC=C1)N1C2=C(C=3C=CC=CC13)CN(CC2)C(=O)OC(C)(C)C